3-(difluoromethyl)-N1-isopropyl-N7-(4-((Methylthio)methyl)pyridin-2-yl)-2,6-naphthyridine-1,7-diamine FC(C=1N=C(C2=CC(=NC=C2C1)NC1=NC=CC(=C1)CSC)NC(C)C)F